phenazine-3-nitrile C1=CC(=CC2=NC3=CC=CC=C3N=C12)C#N